Cl.NC\C=C(\CN1N=NC2=C1C=C(C=C2C2=CC(=CC=C2)S(NCC2=CC=C(C=C2)OC)(=O)=O)C(=O)OC)/F Methyl (Z)-1-(4-amino-2-fluorobut-2-en-1-yl)-4-(3-(N-(4-methoxybenzyl)sulfamoyl)phenyl)-1H-benzo[d][1,2,3]triazole-6-carboxylate hydrochloride